8-((1R,4R)-4-hydroxycyclohexyl)-5-methyl-2-((7-methyl-[1,2,4]triazolo[1,5-a]pyridin-6-yl)amino)pyrido[2,3-d]pyrimidin-7(8H)-one OC1CCC(CC1)N1C(C=C(C2=C1N=C(N=C2)NC=2C(=CC=1N(C2)N=CN1)C)C)=O